bromodichloroethylene BrC(=CCl)Cl